CC1=CN=C(S1)C=1C=C(C(=O)N[C@H](C)C=2C=NC(=NC2)C(F)(F)F)C=C(C1)OC1CNCCC1 3-(5-methyl-1,3-thiazol-2-yl)-5-(piperidin-3-yloxy)-N-{(1R)-1-[2-(trifluoromethyl)pyrimidin-5-yl]ethyl}benzamide